ethyl 2-(2-bromophenyl)-2-diazoacetate BrC1=C(C=CC=C1)C(C(=O)OCC)=[N+]=[N-]